4-methyl-1-phenyl-2-pentanol CC(CC(CC1=CC=CC=C1)O)C